tert-butyl N-[(3S,4R)-1-carbamoyl-4-[[4-(3-hydroxyprop-1-yn-1-yl)phenyl]methoxy] pentan-3-yl]carbamate C(N)(=O)CC[C@@H]([C@@H](C)OCC1=CC=C(C=C1)C#CCO)NC(OC(C)(C)C)=O